N-((4,6-dimethyl-2-oxo-1,2-dihydropyridin-3-yl)methyl)-5-(1-(4-(dimethylamino)piperidin-1-yl)ethyl)-6-methyl-2-(thiazol-5-yl)indolizine-7-carboxamide CC1=C(C(NC(=C1)C)=O)CNC(=O)C=1C(=C(N2C=C(C=C2C1)C1=CN=CS1)C(C)N1CCC(CC1)N(C)C)C